FC1=C(C=CC(=C1)OC1CCOCC1)C=1C=C2C(=CC=NC2=CC1)NC=1C=CC2=C(N=CS2)C1 N-(6-(2-fluoro-4-((tetrahydro-2H-pyran-4-yl)oxy)phenyl)quinolin-4-yl)benzo[d]thiazol-5-amine